CC(=O)C1=C(C(=CC(=C1)C(=O)C)C(=O)C)P(OCC)([O-])=O ethyl 2,4,6-trimethylformylphenylphosphonate